N-hydroxy-5-norbornene-2,3-dicarboximide perfluorobutanesulfonate FC(C(C(C(F)(F)F)(F)F)(F)F)(S(=O)(=O)O)F.ON1C(=O)C2C3C=CC(C2C1=O)C3